Cl.C(C)N1N=C(C(=C1)C=1C=C(C=C2C([C@@H](COC12)CC1=NC(=CC(=C1)C)N1CC(C1)NC)=O)CN1C(=NC=C1)C)C(F)(F)F (R)-8-(1-ethyl-3-(trifluoromethyl)-1H-pyrazol-4-yl)-6-((2-methyl-1H-imidazol-1-yl)methyl)-3-((4-methyl-6-(3-(methylamino)azetidin-1-yl)pyridin-2-yl)methyl)chroman-4-one hydrochloride